benzo[e][1,2,3]oxathiazin-2,2-dioxide O1S(N=CC2=C1C=CC=C2)(=O)=O